2-(6-fluoro-7-(2,2,6,6-tetramethyl-1,2,3,6-tetrahydropyridin-4-yl)imidazo[1,2-a]pyrimidin-2-yl)-5-(2H-1,2,3-triazol-2-yl)phenol FC=1C(=NC=2N(C1)C=C(N2)C2=C(C=C(C=C2)N2N=CC=N2)O)C=2CC(NC(C2)(C)C)(C)C